N1(CCCCC1)C1=CC=C(C=C1)C=CC=O 3-(4-(piperidin-1-yl)phenyl)acrylaldehyde